FC1=C(CN2C(N(C(C3=C2SC(=C3CN(C)C)C3=CC=C(C=C3)N(C(OC(NOC)=N)=N)OC)=O)C=3N=NC(=CC3)OC)=O)C(=CC=C1)F N-{4-[1-(2,6-difluorobenzyl)-5-dimethylaminomethyl-3-(6-methoxypyridazin-3-yl)-2,4-dioxo-1,2,3,4-tetrahydrothieno[2,3-d]pyrimidin-6-yl]phenyl}-N,N'-dimethoxydicarbonimidic diamide